C1(CCCC1)COC1=CC=CC=2C3NC(N(C(OC21)(C3)C)C=3C=C(C(=O)NCCC2=CC=C(C=C2)C)C=CC3)=O 3-(10-(Cyclopentylmethoxy)-2-methyl-4-oxo-5,6-dihydro-2H-2,6-methanobenzo[g][1,3,5]oxadiazocin-3(4H)-yl)-N-(4-methylphenethyl)benzamid